butyl 7-(3-methylbenzyl)-2-azaspiro[3.5]nonane-2-carboxylate CC=1C=C(CC2CCC3(CN(C3)C(=O)OCCCC)CC2)C=CC1